10-Dodecatrien-3-ol CC/C(=C\C=C\CCC/C=C/C)/O